2-(1-isopropyl-1H-benzo[d][1,2,3]triazol-5-yl)-4-methylbenzo[d]oxazole C(C)(C)N1N=NC2=C1C=CC(=C2)C=2OC1=C(N2)C(=CC=C1)C